(E)-N-hydroxy-3-(2-(4-(3-(1-methylcyclopropyl)propanamido)piperidin-1-yl)phenyl)acrylamide ONC(\C=C\C1=C(C=CC=C1)N1CCC(CC1)NC(CCC1(CC1)C)=O)=O